3-(5-((9-Neopentyl-3,9-diazaspiro[5.5]undecan-3-yl)sulfonyl)pyridin-2-yl)oxazolidin-2-one C(C(C)(C)C)N1CCC2(CCN(CC2)S(=O)(=O)C=2C=CC(=NC2)N2C(OCC2)=O)CC1